OC1CC(N(C1)C([C@H](C(C)C)C1=CC(=NO1)N1CCNCC1)=O)C(=O)N[C@@H](C)C1=CC=C(C=C1)C1=C(N=CS1)C 4-hydroxy-1-[(2R)-3-methyl-2-(3-piperazin-1-ylisoxazol-5-yl)butanoyl]-N-[(1S)-1-[4-(4-methylthiazol-5-yl)phenyl]ethyl]pyrrolidine-2-carboxamide